5-chloro-N-(3,5-difluorobenzyl)-2-(difluoromethoxy)-N-methylnicotinamide ClC=1C=NC(=C(C(=O)N(C)CC2=CC(=CC(=C2)F)F)C1)OC(F)F